6-{6-methoxy-5-[(3-phenoxy-propyl)carbamoyl]pyridin-3-yl}-N-methyl-1H-indazole-3-carboxamide COC1=C(C=C(C=N1)C1=CC=C2C(=NNC2=C1)C(=O)NC)C(NCCCOC1=CC=CC=C1)=O